4-((5-(4-fluoro-1-isopropyl-2-methyl-1H-benzo[d]imidazol-6-yl)pyrrolo[2,1-f][1,2,4]triazin-2-yl)amino)cyclohexan-1-ol FC1=CC(=CC=2N(C(=NC21)C)C(C)C)C=2C=CN1N=C(N=CC12)NC1CCC(CC1)O